(S)-N-(4-(3-methyl-1-(4-nitrobenzoyl)-1,2,3,6-tetrahydropyridin-4-yl)-1H-pyrrolo[2,3-b]pyridin-6-yl)cyclopropylcarboxamide C[C@@H]1CN(CC=C1C1=C2C(=NC(=C1)NC(=O)C1CC1)NC=C2)C(C2=CC=C(C=C2)[N+](=O)[O-])=O